N-(1'-(6-(hexahydropyrrolo[3,4-b]pyrrol-5(1H)-yl)-4-methylpyridin-2-yl)-1',2'-dihydrospiro[cyclopropane-1,3'-pyrrolo[3,2-c]pyridin]-6'-yl)acetamide N1C2C(CC1)CN(C2)C2=CC(=CC(=N2)N2CC1(C=3C=NC(=CC32)NC(C)=O)CC1)C